C(CCCCC(C)C)/C(/C(=O)[O-])=C/C(=O)[O-].C(CCCCC(C)C)/C(/C(=O)[O-])=C/C(=O)[O-].C(CCC)[Sn+4]CCCC dibutyl-tin bis(isooctyl maleate)